4-fluoro-5-(3-((4-fluoro-6-methoxy-2-(4-methoxy-3,3-dimethyl-4-oxobutanoyl)benzo[b]thiophen-5-yl)oxy)propoxy)-6-methoxybenzo[b]thiophen FC1=C(C(=CC=2SC=CC21)OC)OCCCOC2=C(C1=C(SC(=C1)C(CC(C(=O)OC)(C)C)=O)C=C2OC)F